BrC1=CC=C(C=C1)C12C(C3=C(C=NC=C3)O1)(C(C(C2C2=CC=CC=C2)C(=O)[O-])O)O 7a-(4-bromophenyl)-4b,5-dihydroxy-7-phenyl-4b,6,7,7a-tetrahydro-5H-cyclopenta[4,5]furo[2,3-c]pyridine-6-carboxylate